3-[5-(methylamino)-1-oxo-2,3-dihydro-1H-isoindol-2-yl]piperidine-2,6-dione CNC=1C=C2CN(C(C2=CC1)=O)C1C(NC(CC1)=O)=O